N(C1=CC=CC=C1)C1=CC=C(C=C1)N(C1=NC(=NC(=N1)S)S)C(C)C 6-(4'-anilinophenyl-isopropylamino)-1,3,5-triazine-2,4-dithiol